O[C@@H]1[C@@](O[C@H](C1)N1C(NC(C(=C1)C)=O)=O)(C#N)CO (2R,3S,5R)-3-hydroxy-2-(hydroxymethyl)-5-(5-methyl-2,4-dioxo-3,4-dihydropyrimidin-1(2H)-yl)tetrahydrofuran-2-carbonitrile